C(N)(=S)N1N=C(CC1C1=CC=C(OC2=CC(=NC=C2)C(=O)NC)C=C1)C1=CC=C(C=C1)[N+](=O)[O-] 4-(4-(1-Carbamothioyl-3-(4-nitrophenyl)-4,5-dihydro-1H-pyrazol-5-yl)phenoxy)-N-methylpicolinamide